C1=C(C(=O)C(=CC1=O)I)I 2,6-diiodo-p-benzoquinone